[Ca].[K] potassium-calcium salt